copper (II) (+)-2,2'-Isopropylidenebis[(4R)-4-tert-butyl-2-oxazoline] di(trifluoromethanesulfonate) FC(S(=O)(=O)[O-])(F)F.FC(S(=O)(=O)[O-])(F)F.C(C)(C)(C=1OC[C@H](N1)C(C)(C)C)C=1OC[C@H](N1)C(C)(C)C.[Cu+2]